N,3-Dimethyl-N-(2-((4aS,5aR)-5a-methyl-1,4,4a,5,5a,6-hexahydrocyclopropa[f]indazol-3-yl)-1H-imidazo[4,5-b]pyridin-6-yl)butanamide CN(C(CC(C)C)=O)C=1C=C2C(=NC1)N=C(N2)C2=NNC=1C[C@@]3([C@H](CC21)C3)C